2-(4-(4-(aminomethyl)-1-oxo-1,2-dihydrophthalazin-6-yl)-1-methyl-1H-pyrazol-5-yl)-5-chloro-1-naphthonitrile NCC1=NNC(C2=CC=C(C=C12)C=1C=NN(C1C1=C(C2=CC=CC(=C2C=C1)Cl)C#N)C)=O